C(CCCCCCC\C=C/C\C=C/CCCCC)N(C)CC(=O)O Linoleyl-sarcosine